C1(CC1)C=1C=C(C=CC1[N+](=O)[O-])N1C[C@H](N(CC1)C(=O)OC(C)(C)C)C tert-butyl (R)-4-(3-cyclopropyl-4-nitrophenyl)-2-methylpiperazine-1-carboxylate